Ethyl (3-(4-fluorobenzyl)-5-phenylpyrazin-2-yl)phenylalaninate FC1=CC=C(CC=2C(=NC=C(N2)C2=CC=CC=C2)N[C@@H](CC2=CC=CC=C2)C(=O)OCC)C=C1